NCC1CCC(CC1)N1C2=NC(=NC=C2N=C1NC1=CC(=CC(=C1)C(F)(F)F)Cl)NC1(CCOCC1)C 9-((1s,4s)-4-(aminomethyl)cyclohexyl)-N8-(3-chloro-5-(trifluoromethyl)phenyl)-N2-(4-methyltetrahydro-2H-pyran-4-yl)-9H-purine-2,8-diamine